FC=1C=2N(C=C(C1)[N+](=O)[O-])N=C(N2)C 8-fluoro-2-methyl-6-nitro-[1,2,4]triazolo[1,5-a]pyridine